[(2R,3R,4S,5R)-2-(4-benzamido-5-fluoro-2-oxo-pyrimidin-1-yl)-4-benzyloxy-5-(benzyloxymethyl)-5-cyano-tetrahydrofuran-3-yl]acetate C(C1=CC=CC=C1)(=O)NC1=NC(N(C=C1F)[C@@H]1O[C@]([C@H]([C@H]1CC(=O)[O-])OCC1=CC=CC=C1)(C#N)COCC1=CC=CC=C1)=O